3-(4-(3-benzyl-1-methyl-1H-1,2,4-triazol-5-yl)piperazin-1-yl)-6-(1-methyl-1H-pyrazol-4-yl)pyrazolo[1,5-a]pyridine C(C1=CC=CC=C1)C1=NN(C(=N1)N1CCN(CC1)C=1C=NN2C1C=CC(=C2)C=2C=NN(C2)C)C